C(C)C1=C(C=CC=C1)N1N=CC(=C1C)C(=O)NC1=NC2=CC=CC=C2C=C1 1-(2-Ethylphenyl)-5-methyl-N-(quinolin-2-yl)-1H-pyrazole-4-carboxamide